CC1CC(CC(C1)(C)C)OC(=O)C homomenthyl acetate